6-(4-bromobenzylamino)-9-β-D-arabinofuranosylpurine BrC1=CC=C(CNC2=C3N=CN(C3=NC=N2)[C@H]2[C@@H](O)[C@H](O)[C@H](O2)CO)C=C1